NCC=1C=C(C=CC1)C1CCN(CC1)C(CC1=C(C=C(C=C1)B(O)O)F)=O 4-(2-(4-(3-(aminomethyl)phenyl)piperidin-1-yl)-2-oxoethyl)-3-fluorophenylboronic acid